C(C)OC(=O)C1=C(N=C(S1)NC1=NC(=CC(=N1)N1CCC(CC1)CO)N1CCN(CC1)O)C 2-[4-(4-hydroxymethyl-piperidin-1-yl)-6-(4-hydroxy-piperazin-1-yl)-pyrimidin-2-ylamino]-4-methyl-thiazole-5-carboxylic acid ethyl ester